6-(2-chloro-4-methylphenyl)-2-phenethyl-2H-indazole-4-carboxylic acid ClC1=C(C=CC(=C1)C)C=1C=C(C2=CN(N=C2C1)CCC1=CC=CC=C1)C(=O)O